2-[3-(3,3-difluoroazetidin-1-yl)phenyl]-2-methoxy-N-[5-[[(3R)-1-(6-methylpyridazin-3-yl)pyrrolidin-3-yl]amino]-1,3,4-thiadiazol-2-yl]acetamide FC1(CN(C1)C=1C=C(C=CC1)C(C(=O)NC=1SC(=NN1)N[C@H]1CN(CC1)C=1N=NC(=CC1)C)OC)F